C(CC1=CC=CC=C1)C=1N=C(SC1)N phenethylthiazol-2-amine